NC1=C(C=CC(=C1F)Br)N1N=C(C=2CN(CCC21)C(=O)OC(C)(C)C)CC#N tert-butyl 1-(2-amino-4-bromo-3-fluorophenyl)-3-(cyanomethyl)-1,4,6,7-tetrahydro-5H-pyrazolo[4,3-c]pyridine-5-carboxylate